hydroxybutyl-vinyl-monoethylene glycol OCCCCC(CO)(C=C)O